ClC=1C(=NC=CC1C1=NC(=C(C=C1)CNC[C@@H]1NC(CC1)=O)OC)C=1C(=C(C=CC1)NC(C1=NC=C(C=C1)CN1C[C@@H](CC1)OC)=O)C N-(3-(3'-chloro-6-methoxy-5-(((((R)-5-oxopyrrolidin-2-yl)methyl)amino)methyl)-[2,4'-bipyridin]-2'-yl)-2-methylphenyl)-5-(((R)-3-methoxypyrrolidin-1-yl)methyl)picolinamide